2-(bicyclo[3.1.1]heptan-1-yl)-N-(7-(3-(7-(4-(2-hydroxyethyl)piperazin-1-yl)-2-methyl-3-phenylpyrazolo[1,5-a]pyrimidin-5-yl)phenyl)heptyl)acetamide C12(CCCC(C1)C2)CC(=O)NCCCCCCCC2=CC(=CC=C2)C2=NC=1N(C(=C2)N2CCN(CC2)CCO)N=C(C1C1=CC=CC=C1)C